3,4-dihydroquinazoline-7-carboxamide N1=CNCC2=CC=C(C=C12)C(=O)N